(R)-2-((3-chloro-5-methylbenzyl)amino)-1-(2,5-dimethoxyphenyl)ethan-1-ol ClC=1C=C(CNC[C@H](O)C2=C(C=CC(=C2)OC)OC)C=C(C1)C